rhodium-strontium [Sr].[Rh]